2-(1-(4-amino-3-(3-methoxyphenyl)-1H-pyrazolo[3,4-d]pyrimidin-1-yl)ethyl)-3-cyclobutylquinazolin-4(3H)-one NC1=C2C(=NC=N1)N(N=C2C2=CC(=CC=C2)OC)C(C)C2=NC1=CC=CC=C1C(N2C2CCC2)=O